aza-tryptophan NN(CC1=CNC2=CC=CC=C12)C(=O)O